vinyl-2,2-bis(trifluoromethyl)propionic acid (vinyl 2,2-bis(trifluoromethyl) propionate) C(=C)CC(C(=O)O)(C(F)(F)F)C(F)(F)F.C(=C)CC(C(=O)O)(C(F)(F)F)C(F)(F)F